bis(7-oxabicyclo[4.1.0]-3-heptylmethyl)adipate C12CC(CCC2O1)COC(CCCCC(=O)OCC1CC2OC2CC1)=O